N-(3-chloro-4-fluorophenyl)morpholine-4-carboxamide ClC=1C=C(C=CC1F)NC(=O)N1CCOCC1